(benzo[b]thiophen-3-yl)isoindoline-2-carboxylic acid tert-butyl ester C(C)(C)(C)OC(=O)N1C(C2=CC=CC=C2C1)C=1C2=C(SC1)C=CC=C2